[C@H]12CC(C[C@@H]2C1)[C@@H](C(=O)NC1=CC=C(C=C1)C=1C(=[N+](C=CC1C)[O-])C)NC(=O)C1=CC=C2N1CCN(C2)C 3-(4-((S)-2-((1R,3r,5S)-bicyclo[3.1.0]hexan-3-yl)-2-(2-methyl-1,2,3,4-tetrahydropyrrolo[1,2-a]pyrazine-6-carboxamido)acetamido)phenyl)-2,4-dimethylpyridine 1-oxide